COC=1C=C(C(=O)NC)C=CC1NCC#CC=1N(C2=CC=CC(=C2C1)NC1CCC(CC1)N1CC(CC1)OC)CC(F)(F)F 3-methoxy-N-methyl-4-{[3-(4-{[(1S,4S)-4-(3-methoxypyrrolidin-1-yl)cyclohexyl]amino}-1-(2,2,2-trifluoroethyl)-1H-indol-2-yl)prop-2-yn-1-yl]amino}benzamide